4-fluoro-2-(trifluoromethyl)benzylamine FC1=CC(=C(CN)C=C1)C(F)(F)F